tert-butyl 4-(5-amino-1,2,4-thiadiazol-3-yl)piperazine-1-carboxylate NC1=NC(=NS1)N1CCN(CC1)C(=O)OC(C)(C)C